CC=1C(=NC=NC1C)N1CCN(CC1)CC=1OC2=C(N1)C=CC=C2 2-[[4-(5,6-dimethylpyrimidin-4-yl)piperazin-1-yl]methyl]-1,3-benzoxazole